(2S,6R)-4-(8-bromo-3-methylimidazo[1,5-a]quinoxalin-1-yl)-2,6-dimethylmorpholine BrC1=CC=C2N=CC=3N(C2=C1)C(=NC3C)N3C[C@@H](O[C@@H](C3)C)C